9,9-bis(dihydroxyphenyl)fluorene tert-butyl-(2R,5S)-4-(7-(3-cyanocyclohexyl)-5-(difluoromethyl)-7H-pyrrolo[2,3-d]pyrimidin-4-yl)-2,5-dimethylpiperazine-1-carboxylate C(C)(C)(C)OC(=O)N1[C@@H](CN([C@H](C1)C)C=1C2=C(N=CN1)N(C=C2C(F)F)C2CC(CCC2)C#N)C.OC=2C(=C(C=CC2)C2(C1=CC=CC=C1C=1C=CC=CC21)C2=C(C(=CC=C2)O)O)O